C(=O)(C(=C)C)NCCCN(C)C methacrylaminopropyl-dimethylamine